1,3-diamino-beta-propanesulfonate NCC(CN)S(=O)(=O)[O-]